C(C=C)C1(CC1)CNC(OC(C)(C)C)=O tert-Butyl ((1-allylcyclopropyl)methyl)carbamate